(3E)-12,12-didecyloxy-1,3-dodecadiene C(CCCCCCCCC)OC(CCCCCCC/C=C/C=C)OCCCCCCCCCC